7-chloro-8-methoxy-2-(trifluoromethyl)-4H-pyrido[1,2-a]pyrimidin-4-one ClC=1C(=CC=2N(C(C=C(N2)C(F)(F)F)=O)C1)OC